(S)-N-((S)-1-cyclohexyl-2-(4-(1-meth-yl-1H-pyrrolo[2,3-b]pyridine-2-carbonyl)piperazin-1-yl)-2-oxoethyl)-2-(methylamino)propanamide C1(CCCCC1)[C@@H](C(=O)N1CCN(CC1)C(=O)C1=CC=2C(=NC=CC2)N1C)NC([C@H](C)NC)=O